3-hydroxy-4-fluoropyridin OC=1C=NC=CC1F